N-(2-(1,3,4-Oxadiazol-2-yl)-5-(3-(trifluoromethyl)phenoxy)phenyl)-1-methyl-5-oxopyrrolidine-2-carboxamide O1C(=NN=C1)C1=C(C=C(C=C1)OC1=CC(=CC=C1)C(F)(F)F)NC(=O)C1N(C(CC1)=O)C